methyl (S)-2-((5-bromothiophen-2-yl)methyl)-1-(oxetan-2-ylmethyl)-1H-benzo[d]imidazole-6-carboxylate BrC1=CC=C(S1)CC1=NC2=C(N1C[C@H]1OCC1)C=C(C=C2)C(=O)OC